2'-Chloro-N-(5-(4-(difluoromethyl)-3-methoxy-picolinoyl)-5,6-dihydro-4H-pyrrolo[3,4-d]thiazol-2-yl)-5'-methoxy-6-methyl-[4,4'-bipyridine]-3-carboxamide ClC1=NC=C(C(=C1)C1=C(C=NC(=C1)C)C(=O)NC=1SC2=C(N1)CN(C2)C(C2=NC=CC(=C2OC)C(F)F)=O)OC